1-(3-((2-amino-5-(1-methyl-1H-pyrazol-4-yl)pyridin-3-yl)oxy)phenyl)-3-(4-(methyl-sulfonyl)phenyl)urea NC1=NC=C(C=C1OC=1C=C(C=CC1)NC(=O)NC1=CC=C(C=C1)S(=O)(=O)C)C=1C=NN(C1)C